zirconium (ii) (S)-2-amino-5-((chloromethoxy)carbonylamino)pentanoic acid ethyl ester C(C)OC([C@H](CCCNC(=O)OCCl)N)=O.[Zr+2]